C(#N)C1=CC(=C(COC2=CC=CC(=N2)C2CCN(CC2)[C@H]2C=3N(CCC2)C2=C(N3)C=CC(=C2)C(=O)O)C=C1)F (R)-4-(4-(6-((4-cyano-2-fluorobenzyl)oxy)pyridin-2-yl)piperidin-1-yl)-1,2,3,4-tetrahydrobenzo[4,5]imidazo[1,2-a]pyridine-8-carboxylic acid